1-(4-((1R,2R)-2-(cyclopentylmethyl)-6-hydroxy-1,2,3,4-tetrahydronaphthalen-1-yl)phenyl)piperidine-4-carbaldehyde C1(CCCC1)C[C@@H]1[C@@H](C2=CC=C(C=C2CC1)O)C1=CC=C(C=C1)N1CCC(CC1)C=O